CN(C1=CC=C2C=C(C(OC2=C1)=O)C=CC1=CC=C(C=O)C=C1)C 4-(2-(7-(dimethylamino)-2-oxo-2H-chromen-3-yl)vinyl)benzaldehyde